4-(1-(6-(1,1,1-trifluoro-4-(methylsulfonyl)butan-2-yl)pyridin-2-yl)-1H-pyrazol-4-yl)pyridine-2,3-diamine FC(C(CCS(=O)(=O)C)C1=CC=CC(=N1)N1N=CC(=C1)C1=C(C(=NC=C1)N)N)(F)F